O1COC=2COC=CC21 [1,3]dioxolano[4,5-c]pyran